C(C)(C)(C)OC(=O)N1C(CCCC1)/C=N/O (E)-2-((hydroxyimino)methyl)piperidine-1-carboxylic acid tert-butyl ester